O.P(=O)([O-])([O-])[O-].[Zn+2].P(=O)([O-])([O-])[O-].[Zn+2].[Zn+2] Zinc Phosphate, Hydrate